(1S,2R)-2-(4-(4-(1-(pent-3-yl)-1H-pyrazol-4-yl)pyrazolo[1,5-a]pyrazin-6-yl)-1H-pyrazol-1-yl)cyclopentanol CCC(CC)N1N=CC(=C1)C=1C=2N(C=C(N1)C=1C=NN(C1)[C@H]1[C@H](CCC1)O)N=CC2